(3R)-N-[5-(2-chloro-6-methyl-4-pyridyl)-4-(3-cyanophenyl)thiazol-2-yl]-3-methyl-piperazine-1-carboxamide ClC1=NC(=CC(=C1)C1=C(N=C(S1)NC(=O)N1C[C@H](NCC1)C)C1=CC(=CC=C1)C#N)C